CN1C(=NN=C1)S[C@H](C)C=1C=C(C=CC1)C1=NNC2=CC=CC=C12 |r| Racemic-3-(3-(1-((4-methyl-4H-1,2,4-triazol-3-yl)thio)ethyl)phenyl)-1H-indazole